3',5-Difluoro-6'-(5-(2-fluorophenyl)-1H-1,2,4-triazol-3-yl)-2'-methyl-3,4'-bipyridine FC=1C(=NC(=CC1C=1C=NC=C(C1)F)C1=NNC(=N1)C1=C(C=CC=C1)F)C